3-(4-(((1R,4R)-4-aminocyclohexyl)(pentyl)amino)-1-oxoisoindolin-2-yl)piperidine-2,6-dione hydrochloride Cl.NC1CCC(CC1)N(C1=C2CN(C(C2=CC=C1)=O)C1C(NC(CC1)=O)=O)CCCCC